5-methyl-4-(4-phenoxybenzyl)-2-(p-tolyl)oxazole CC1=C(N=C(O1)C1=CC=C(C=C1)C)CC1=CC=C(C=C1)OC1=CC=CC=C1